N-(2-(2-((5-fluoro-2-methylbenzyl)amino)-5-oxo-5,7-dihydro-6H-pyrrolo[3,4-b]pyridin-6-yl)ethyl)propionamide FC=1C=CC(=C(CNC2=CC=C3C(=N2)CN(C3=O)CCNC(CC)=O)C1)C